1-(2-chloro-5-methylpyrimidin-4-yl)-1H-pyrazol-4-amine ClC1=NC=C(C(=N1)N1N=CC(=C1)N)C